N-[(1S)-5-[2-(2-aminopyridin-3-yl)-5-(pyrazol-1-yl)imidazo[4,5-b]pyridin-3-yl]-2,3-dihydro-1H-inden-1-yl]pyridine-3-carboxamide NC1=NC=CC=C1C1=NC=2C(=NC(=CC2)N2N=CC=C2)N1C=1C=C2CC[C@@H](C2=CC1)NC(=O)C=1C=NC=CC1